BrC1=C(C(=CC(=C1)C)C(C)(C)C)OCOC 1-bromo-3-(tert-butyl)-2-(methoxymethoxy)-5-methylbenzene